tert-butyl N-[2-[2-(2-aminoethoxy)ethoxy]ethyl]carbamate NCCOCCOCCNC(OC(C)(C)C)=O